2-Ethoxy-3-(4-{2-[2-methyl-5-(4-methylthiophenyl)-pyrrol-1-yl]-ethoxy}-phenyl)-propionic acid Cobalt [Co].C(C)OC(C(=O)O)CC1=CC=C(C=C1)OCCN1C(=CC=C1C1=CC=C(C=C1)SC)C